(S)-1-(oxetan-2-ylmethyl)-2-((6-(pyridin-3-ylmethoxy)-5',6'-dihydro-[2,4'-bipyridin]-1'(2'H)-yl)methyl)-1H-benzo[d]imidazole-6-carboxylic acid O1[C@@H](CC1)CN1C(=NC2=C1C=C(C=C2)C(=O)O)CN2CC=C(CC2)C2=NC(=CC=C2)OCC=2C=NC=CC2